hydroxycyclohexyl-pyridine cobalt trichloride [Co](Cl)(Cl)Cl.OC=1C(=NC=CC1)C1CCCCC1